Cl.COC(NCC1=CC=C(C=C1)O)=O 2-aza-3-(4-hydroxyphenyl)propionic acid methyl ester hydrochloride